6-Bromo-3-tert-butyl-[1,2,4]triazolo[4,3-a]pyrimidine BrC=1C=NC=2N(C1)C(=NN2)C(C)(C)C